4-(8-isoprenyl-5-methoxy-4-oxo-7-pentyloxy-2,3-dihydro-4H-chromen-2-yl)phenolate C(=CC(C)=C)C=1C(=CC(=C2C(CC(OC12)C1=CC=C(C=C1)[O-])=O)OC)OCCCCC